OC1=CC=C(C=C1)C1=CC=C(C=C1)C(=O)O 4-hydroxy-4'-carboxybiphenyl